O1P(SCC1)=S [1,3,2]Oxathiaphospholane 2-sulfide